tert-butyl 5-(5-cyanopyrimidin-2-yl)-2,5-diazabicyclo[2.2.1]heptane-2-carboxylate C(#N)C=1C=NC(=NC1)N1C2CN(C(C1)C2)C(=O)OC(C)(C)C